P(O)OPO.C(CCC)C1=C(C=CC(=C1)CCCC)C=1C(=C(C(=C(C1)C1=C(C=C(C=C1)CCCC)CCCC)C1=C(C=C(C=C1)CCCC)CCCC)C1=C(C=C(C=C1)CCCC)CCCC)C1=CC=CC=C1 tetrakis(2,4-di-n-butylphenyl)-4,4'-biphenyl diphosphonite